CC1(OC=2C=C(C=C(C2C2C1CCC(=C2)C)O)\C=C\C)C 6,6,9-Trimethyl-3-[(E)-prop-1-enyl]-6a,7,8,10a-tetrahydrobenzo[c]chromen-1-ol